(R)-((2-(7-fluoro-2-methyl-1H-benzo[d]-imidazol-1-yl)-6-(3-methylmorpholino)-pyrimidin-4-yl)imino)-dimethyl-λ6-sulfanone FC1=CC=CC2=C1N(C(=N2)C)C2=NC(=CC(=N2)N=S(=O)(C)C)N2[C@@H](COCC2)C